tetrahydrofuran, lithium salt [Li].O1CCCC1